[Si](C)(C)(C(C)(C)C)OCC=1C=CC(=NC1)C(=O)NC1=C(C(=CC=C1)C1=C(C(=NC=C1)Cl)Cl)C 5-(((tert-butyldimethylsilyl)oxy)methyl)-N-(3-(2,3-dichloropyridin-4-yl)-2-methylphenyl)picolinamide